3-[4-(4-{3-azaspiro[5.5]undecan-9-yl}piperazin-1-yl)-2,6-difluorophenyl]piperidine-2,6-dione C1CNCCC12CCC(CC2)N2CCN(CC2)C2=CC(=C(C(=C2)F)C2C(NC(CC2)=O)=O)F